2,2-difluoro-2-bromoacetic acid FC(C(=O)O)(Br)F